C1(CC1)C1OC2=C(NC1=O)C=C(C=C2C=2C1=C(C(N(C2)C)=O)NC=C1)OC 2-cyclopropyl-6-methoxy-8-(6-methyl-7-oxo-6,7-dihydro-1H-pyrrolo[2,3-c]pyridin-4-yl)-2H-1,4-benzoxazin-3(4H)-one